OCC(C(=O)O)C=1C=NC=CC1 3-hydroxy-2-(pyridin-3-yl)propionic acid